C(C)C1CC(CC(C1)C)=O 3-ethyl-5-methylcyclohexanone